C1(CC1)COC1=[N+](C(=CC(=C1)C1=C(C=CC(=C1)NS(=O)(=O)CC)OC1=C(C=C(C=C1)F)F)C)[O-] (cyclopropylmethoxy)-4-(2-(2,4-difluorophenoxy)-5-(ethylsulfonylamino)phenyl)-6-methylpyridine 1-oxide